FC1=CC=C(C=C1)C1=C(C(=NC2=CC3=C(C=C12)C=NN3)C3=CC=C(C(=O)O)C=C3)C(C)C 4-[5-(4-fluorophenyl)-6-isopropyl-1H-pyrazolo[4,3-g]Quinolin-7-yl]Benzoic acid